[N+](=O)([O-])C1=CC=C(C=C1)[Ni] (4-nitrophenyl)nickel